C(CCCCC#CCCCCCCCCCCCC)O 6-nonadecyn-1-ol